CC1=CC=C(C=N1)NC(=O)C1=NC=C(C=C1)[N+](=O)[O-] N-(6-methylpyridin-3-yl)-5-nitropyridineamide